[5-(2-chloro-3-methoxy-phenyl)-3-(2-methoxy-ethyl)-2,4-dioxo-3,4-dihydro-2H-pyrimidin-1-yl]-acetic acid ClC1=C(C=CC=C1OC)C=1C(N(C(N(C1)CC(=O)O)=O)CCOC)=O